C(C(C(C(C(C(=O)CO)O)O)O)O)OP(=O)(O)O 7-O-Phosphonohept-2-ulose